trans-bis-(2,3-epoxycyclopentyl) ether C1(C2C(CC1)O2)OC2C1C(CC2)O1